pyrimidin-2-sulfonic acid N1=C(N=CC=C1)S(=O)(=O)O